(S)-4-(4-cyano-2-methoxyphenyl)-5-hydroxy-2,8-dimethyl-1,4-dihydro-1,6-naphthyridine-3-carboxamide C(#N)C1=CC(=C(C=C1)[C@@H]1C(=C(NC2=C(C=NC(=C12)O)C)C)C(=O)N)OC